1-(3-bromo-4-fluorophenyl)-2,2,2-trifluoroethyl cyclobutylcarbamate C1(CCC1)NC(OC(C(F)(F)F)C1=CC(=C(C=C1)F)Br)=O